N[C@@H](C)C=1N(C(C2=C(C=CC=C2C1)C#CC1COC(C1)=O)=O)C1=CC=CC=C1 3-((S)-1-aminoethyl)-8-((5-oxotetrahydrofuran-3-yl)ethynyl)-2-phenylisoquinolin-1(2H)-one